C(C)(C)(C)OC(=O)N1CC=C(C=C1)C=1C=NC=CC1 2'H-[3,4']bipyridinyl-1'-carboxylic acid tert-butyl ester